S(OC1=CC=C(C=C1)OCC1=CC=C(C=C1)C(NCCCCCCCCCCC)=O)(=O)(=O)F 4-((4-(undecylcarbamoyl)benzyl)oxy)phenyl sulfurofluoridate